O=C1NC(CCC1N1C(C=2C=C(C=C(C2C1)C(=O)N)F)=O)=O 2-(2,6-dioxopiperidin-3-yl)-6-fluoro-1-oxoisoindoline-4-carboxamide